N-[(4-methylphenyl)sulfonyl]acetamide CC1=CC=C(C=C1)S(=O)(=O)NC(=O)C